BrC1=CC(=C(C=C1)OC(C)C)N=C=S 4-bromo-1-isopropoxy-2-isothiocyanatobenzene